(±)-cis-4-methyltetrahydrofuran-3-ol C[C@@H]1[C@@H](COC1)O |r|